N,N,N',N'-tetra(1-naphthyl)-4,4'-diaminostilbene C1(=CC=CC2=CC=CC=C12)N(C1=CC=C(C=C1)C=CC1=CC=C(C=C1)N(C1=CC=CC2=CC=CC=C12)C1=CC=CC2=CC=CC=C12)C1=CC=CC2=CC=CC=C12